3-((3-butyl-5-(4-fluorophenyl)-7-(methylthio)-1,1-dioxido-2,3,4,5-tetrahydro-1,5-benzothiazepin-8-yl)oxy)-2,2-dimethyl-propanoic acid C(CCC)C1CS(C2=C(N(C1)C1=CC=C(C=C1)F)C=C(C(=C2)OCC(C(=O)O)(C)C)SC)(=O)=O